CC1=CC=C(C=C1)S(=O)(=O)NC1CC(NC(C1)(C)C)(C)C 4-(p-toluenesulfonamido)-2,2,6,6-tetramethylpiperidine